(5-Bromofuran-3-yl)((2S,6R)-2,6-dimethylmorpholino)methanone BrC1=CC(=CO1)C(=O)N1C[C@@H](O[C@@H](C1)C)C